1-benzyl-3-ethynyl-N-(4-methoxybenzyl)pyrrolidin-3-amine C(C1=CC=CC=C1)N1CC(CC1)(NCC1=CC=C(C=C1)OC)C#C